(2R,3R,4R,5S,6R)-3-hexanamido-6-(hydroxymethyl)tetrahydro-2H-pyran-2,4,5-triyl triacetate C(C)(=O)O[C@H]1O[C@@H]([C@H]([C@@H]([C@H]1NC(CCCCC)=O)OC(C)=O)OC(C)=O)CO